NC=1C=2OC=3C=C4C(=C(C3C(C2C(=C(C1O)OC)CC=C(C)C)=O)O)C=CC(O4)(C)C 10-amino-5,9-dihydroxy-8-methoxy-2,2-dimethyl-7-(3-methylbut-2-en-1-yl)-2H,6H-pyrano[3,2-b]xanthen-6-one